(S)-N-(3-(1-((2-ethyl-2H-pyrazolo[3,4-b]pyrazin-6-yl)amino)ethyl)-4-fluorophenyl)-3-methyl-4-(morpholinomethyl)benzamide C(C)N1N=C2N=C(C=NC2=C1)N[C@@H](C)C=1C=C(C=CC1F)NC(C1=CC(=C(C=C1)CN1CCOCC1)C)=O